4-(hydroxymethyl)-2,5-dimethylthiophene OCC=1C=C(SC1C)C